ClC=1C2=C(N=CN1)CCN=C2 4-chloro-7,8-dihydropyrido[4,3-d]Pyrimidine